2-(2'-fluorophenyl)-4,5-diphenylimidazole FC1=C(C=CC=C1)C=1NC(=C(N1)C1=CC=CC=C1)C1=CC=CC=C1